methyl benzoate (METHYLPHENYL GLYOXYLATE) CC1=C(C=CC=C1)C(C(=O)O)=O.C(C1=CC=CC=C1)(=O)OC